NC1=C(C=2C(=NC=C(C2S1)F)C1=C2C(=C3C=CC(=NC3=C1Cl)N1C[C@H](CC1)N(C)C)COC2)C#N 2-Amino-4-(5-chloro-7-((S)-3-(dimethylamino)pyrrolidin-1-yl)-1,3-dihydrofuro[3,4-f]quinolin-4-yl)-7-fluorothieno[3,2-c]pyridine-3-carbonitrile